BrC=1C=C(C=CC1)C[C@H](C(=O)OC(C)(C)C)[C@@H]1CN(CC1)C(=O)OC(C)(C)C tert-butyl (3R)-3-[(2S)-3-(3-bromophenyl)-1-(tert-butoxy)-1-oxopropane-2-yl]pyrrolidine-1-carboxylate